CN(C1=C(C(=O)NCC2=CC(=CC=C2)C=2SC=CN2)C=C(C=C1)OCC(F)(F)F)C 2-(dimethylamino)-N-(3-(thiazol-2-yl)benzyl)-5-(2,2,2-trifluoroethoxy)benzamide